C(C1=CC=CC=C1)OCN1C(N(N=CC1=O)C1=CC(=C(C(=C1)C)CC=1N=C2C(=NC1)N(C=C2C(C)C)S(=O)(=O)C2=CC=C(C)C=C2)C)=O 4-((Benzyloxy)methyl)-2-(4-((7-isopropyl-5-tosyl-5H-pyrrolo[2,3-b]pyrazin-2-yl)-methyl)-3,5-dimethylphenyl)-1,2,4-triazine-3,5(2H,4H)-dione